Cl.ClC1=NC2=CC=CC(=C2C=C1)OC1CCNCC1 chloro-5-(piperidin-4-yloxy)quinoline hydrochloride